C(#N)C1=C(C=CC=C1)[C@@H]([C@H](C)C=1N(C(C(=C(N1)C(=O)NC=1C=NOC1)O)=O)C)C1=NC(=CN=C1)C 2-((1R,2S)-1-(2-cyanophenyl)-1-(6-methylpyrazin-2-yl)propan-2-yl)-5-hydroxy-N-(isoxazol-4-yl)-1-methyl-6-oxo-1,6-dihydropyrimidine-4-carboxamide